CC1(OB(OC1(C)C)C=1C=NN(C1)[C@H]([C@@H](O)[2H])[2H])C (1S,2S)-2-(4-(4,4,5,5-tetramethyl-1,3,2-dioxaborolan-2-yl)-1H-pyrazol-1-yl)ethan-1,2-d2-1-ol